2,4-DIMETHYLHEPTYL ACETATE C(C)(=O)OCC(CC(CCC)C)C